FC(S(=O)(=O)OC1=C2CN(C(C2=C(C=C1)Cl)=O)C)(F)F (7-chloro-2-methyl-1-oxo-isoindolin-4-yl) trifluoromethanesulfonate